FC1=CC=C(C=C1)SC1=NC=CC=C1C=1C2=C(C(N(C1)C)=O)NC=C2 4-(2-((4-fluorophenyl)thio)pyridin-3-yl)-6-methyl-1,6-dihydro-7H-pyrrolo[2,3-c]pyridin-7-one